3-((5-((6-(2,6-dichlorophenyl)-8-methyl-7-oxo-7,8-dihydropyrido[2,3-d]pyrimidin-2-yl)amino)-2-((1-(2-(piperazin-1-yl)ethyl)-1H-pyrazol-3-yl)oxy)pyridin-3-yl)methyl)-1,1-dimethylurea ClC1=C(C(=CC=C1)Cl)C1=CC2=C(N=C(N=C2)NC=2C=C(C(=NC2)OC2=NN(C=C2)CCN2CCNCC2)CNC(N(C)C)=O)N(C1=O)C